2-hydroxy-1-{4-[4-(2-Hydroxy-2-methylpropionyl)phenoxy]phenyl}-2-methylpropanol OC(C(O)C1=CC=C(C=C1)OC1=CC=C(C=C1)C(C(C)(C)O)=O)(C)C